Ethyl (1S,4S)-bicyclo[2.2.2]octane-2-carboxylate C12C(CC(CC1)CC2)C(=O)OCC